C1(CC1)C(=O)NC1=CC(=C(C=N1)C(=O)NC([2H])([2H])[2H])NC1=CN(C2=C1C(N(C=C2)[C@@H]2COCC2)=O)C 6-(Cyclopropanecarbonylamino)-4-[[1-methyl-4-oxo-5-[(3S)-tetrahydrofuran-3-yl]pyrrolo[3,2-c]pyridin-3-yl]amino]-N-(methyl-d3)pyridine-3-carboxamide